9-Hydroxymethyl-6,6-dimethyl-3-pentyl-6a,7,10,10a-tetrahydro-6H-benzo[c]chromen-1-ol OCC=1CC2C(C(OC=3C=C(C=C(C23)O)CCCCC)(C)C)CC1